C1(CC1)N1CCN(CC1)C1CCN(CC1)C1=C(C=C(C(=C1)OC)NC1=NC=NC(=C1)N1OCC[C@H]1C1=C(C(=CC=C1F)F)F)NC(C=C)=O N-(2-(4-(4-cyclopropyl-piperazine-1-yl)piperidine-1-yl)-4-methoxy-5-((6-((S)-3-(2,3,6-trifluorophenyl)isoxazolidine-2-yl)pyrimidine-4-yl)amino)-phenyl)acrylamide